O1[C@@H](COCC1)CNC(=O)C1=C(C2=C(C[C@H](C3=CN(N=C23)CC2CCN(CC2)C(=O)C2(CC2)O)C)O1)C(F)(F)F (4R)-N-{[(2R)-1,4-dioxan-2-yl]methyl}-2-{[1-(1-hydroxycyclopropane-1-carbonyl)piperidin-4-yl]methyl}-4-methyl-8-(trifluoromethyl)-4,5-dihydro-2H-furo[2,3-g]indazole-7-carboxamide